ClCCC(=C(C1=CC=C(C=C1)O)C1=CC=C(C=C1)N1CCC(CC1)CN1CC2N(C(C1)C2)C=2C=C1C(N(C(C1=CC2F)=O)C2C(NC(CC2)=O)=O)=O)C2=CC=C(C=C2)O 5-(3-((1-(4-(4-chloro-1,2-bis(4-hydroxyphenyl)but-1-en-1-yl)phenyl)piperidin-4-yl)methyl)-3,6-diazabicyclo[3.1.1]heptan-6-yl)-2-(2,6-dioxopiperidin-3-yl)-6-fluoroisoindoline-1,3-dione